(2-dimethylaminoethyl methacrylate)-(n-butyl methacrylate) C(CCC)C=C(C(=O)O)C.CN(CCC=C(C(=O)O)C)C